COC(/C=C(/C(=O)OC(N(CC)CC)=O)\C)=O methyl-(2E)-but-2-ene-1,4-dioic acid (N,N-diethylcarbamoyl) methyl ester